ClC1=C(C(=O)NC2=NC=C(C=C2F)C#CC2=CC=CC=C2)C=C(C=C1)C=1C(=NN(C1)C)C 2-chloro-5-(1,3-dimethylpyrazol-4-yl)-N-[3-fluoro-5-(2-phenylethynyl)-2-pyridyl]benzamide